BrCC(C(=O)O)C 3-bromo-2-methyl-propanoic acid